4-(3-(pyridin-3-yl)pyrazolo[1,5-a]pyrimidin-5-yl)piperazine-1-carboxylic acid isopropyl ester C(C)(C)OC(=O)N1CCN(CC1)C1=NC=2N(C=C1)N=CC2C=2C=NC=CC2